C(C1=CC=CC=C1)N1CCC=2C(=C(C(=NC2C1)O)C#N)N1CCN(CC1)C(=O)OC(C)(C)C tert-butyl 4-(7-benzyl-3-cyano-2-hydroxy-5,6,7,8-tetrahydro-1,7-naphthyridin-4-yl)piperazine-1-carboxylate